NC1=NC=C(C(=N1)O[C@@H]1CN(CC1)CC(=O)NC=1C=CC=C2C(=CNC12)C1=NC(=NC=C1C)NC1=NN(C(=C1)C)C)F (S)-2-(3-((2-amino-5-fluoropyrimidin-4-yl)oxy)pyrrolidin-1-yl)-N-(3-(2-((1,5-dimethyl-1H-pyrazol-3-yl)amino)-5-methylpyrimidin-4-yl)-1H-indol-7-yl)acetamide